CC(=C)C1=CC2=CC=CC=C2C=C1 2-(1-methylethenyl)naphthalene